C(C)(=O)NC1=NN(C=C1)C(=O)N1CCC2(CCN(C2)CC=2C=C(C=C(C2)C(F)(F)F)C2(CCCC2)C(=O)OC(C)(C)C)CC1 t-butyl 1-(3-((8-(3-acetamido-1H-pyrazole-1-carbonyl)-2,8-diazaspiro[4.5]decan-2-yl)methyl)-5-(trifluoromethyl)phenyl)cyclopentane-1-carboxylate